C(C)OC(C(C1=CC=CC=C1)NCC(C)C=1C=NC(=CC1)C)=O ((2-(6-methylpyridin-3-yl)propyl)amino)-2-phenylacetic acid ethyl ester